7-[(3R,4R)-3,4-dihydroxypyrrolidin-1-yl]-6-fluoro-N-(2-methylbutan-2-yl)-4-oxo-1-(2,4,6-tri-fluorophenyl)-1,4-dihydro-1,8-naphthyridine-3-carboxamide O[C@@H]1CN(C[C@H]1O)C1=C(C=C2C(C(=CN(C2=N1)C1=C(C=C(C=C1F)F)F)C(=O)NC(C)(CC)C)=O)F